6-bromo-7-fluoro-4-methylindoline-2,3-dione BrC1=CC(=C2C(C(NC2=C1F)=O)=O)C